(R)-2-((4-((2-acetyl-7-isopropylimidazo[2,1-f][1,2,4]triazine-4-yl)amino)piperidin-1-yl)methyl)morpholine C(C)(=O)C1=NN2C(C(=N1)NC1CCN(CC1)C[C@H]1CNCCO1)=NC=C2C(C)C